(S)-1-(5-(difluoromethoxy)-2-fluorophenyl)-3-(3-hydroxy-3-methylbutan-2-yl)-N-(4-methyl-1,1-dioxidotetrahydro-2H-thiopyran-4-yl)-2-oxo-2,3-dihydro-1H-benzo[d]imidazole-5-carboxamide FC(OC=1C=CC(=C(C1)N1C(N(C2=C1C=CC(=C2)C(=O)NC2(CCS(CC2)(=O)=O)C)[C@@H](C)C(C)(C)O)=O)F)F